FC=1C=C(OC2C[C@H]3CC[C@@H](C2)N3C(=O)OC(C)(C)C)C=CC1C=O tert-butyl (1r,5s)-3-(3-fluoro-4-formylphenoxy)-8-azabicyclo[3.2.1]octane-8-carboxylate